butyl 4-(N,N-dimethylamino)benzoate CN(C)C1=CC=C(C(=O)OCCCC)C=C1